Cl[Ru-](C1=CC=C(C=C1)C(C)C)Cl dichloro(p-isopropylphenyl)ruthenium (II)